[hydroxylmethyl]-aminomethane hydrochloride Cl.OCCN